ClC=1C=CC(=C(C1)C1=CC(N(C=C1OC)C(C(=O)OC(C)(C)C)CCC)=O)C1=NOCC1 tert-Butyl 2-{4-[5-chloro-2-(4,5-dihydro-1,2-oxazol-3-yl)phenyl]-5-methoxy-2-oxopyridin-1(2H)-yl}pentanoate